Cl.C(CC)C=1NC2=C(N1)C=C(C=C2C)C=2NC1=C(N2)C=CC=C1C 2-n-propyl-4-methyl-6-(methylbenzimidazol-2-yl)benzimidazole hydrochloride